6-(benzyloxy)-8-bromo-7-cyclobutyl-2-{[(2R,7aS)-2-fluorotetrahydro-1H-pyrrolizin-7a(5H)-yl]methoxy}-7H-purine C(C1=CC=CC=C1)OC1=C2N(C(=NC2=NC(=N1)OC[C@]12CCCN2C[C@@H](C1)F)Br)C1CCC1